FC([C@@]12N(C=3C(=NN=C(C3)C3=C(C(=CC=C3)F)O)NC1)CCN(C2)C(=O)N2[C@@H](CNC[C@H]2C)C)F ((R)-6a-(difluoromethyl)-2-(3-fluoro-2-hydroxy-phenyl)-5,6,6a,7,9,10-hexahydro-8H-pyrazino-[1',2':4,5]pyrazino[2,3-c]pyridazin-8-yl)((2R,6R)-2,6-dimethylpiperazin-1-yl)methanone